C(C=C)(=O)N1[C@H](CN(CC1)C=1C2=C(N=C(N1)OCC13CCCN3CCC1)N=C(C(=C2)F)C2=CC=CC=1CCCCC21)CC#N (S)-2-(1-acryloyl-4-(6-fluoro-2-((tetrahydro-1H-pyrrolizin-7a(5H)-yl)methoxy)-7-(5,6,7,8-tetrahydronaphthalen-1-yl)pyridino[2,3-d]pyrimidin-4-yl)piperazin-2-yl)acetonitrile